C1(CC1)N(C1=NC(=NN2C1=NC=C2)C=2C(=NC=NC2OC)C2CC2)CC2=CC=C(C=C2)C=2N(C=C(N2)C(F)(F)F)C2COC2 N-cyclopropyl-2-(4-cyclopropyl-6-methoxypyrimidin-5-yl)-N-(4-(1-(oxetan-3-yl)-4-(trifluoromethyl)-1H-imidazol-2-yl)benzyl)imidazo[2,1-f][1,2,4]triazin-4-amine